3-(5-((5-(((1r,3r,5r,7r)-adamantan-2-yl)amino)pentyl)amino)-2-methyl-4-oxoquinazolin-3(4H)-yl)piperidine-2,6-dione C12C(C3CC(CC(C1)C3)C2)NCCCCCNC2=C3C(N(C(=NC3=CC=C2)C)C2C(NC(CC2)=O)=O)=O